S1C=NC2=C1C=C(C=C2)\C=C\2/N=C(NC2=O)N[C@@H](C(=O)OC)CC(C)C Methyl (2R)-2-[[(4Z)-4-(1,3-benzothiazol-6-ylmethylene)-5-oxo-1H-imidazol-2-yl]amino]-4-methyl-pentanoate